(1S,2S)-2-((S)-5-Chloro-8-((1-methyl-5-(trifluoromethyl)-1H-1,2,3-triazol-4-yl)methoxy)-1-((2-oxopyrrolidin-1-yl)methyl)-1,2,3,4-tetrahydroisochinolin-2-carbonyl)-1-methylcyclohexan ClC1=C2CCN([C@@H](C2=C(C=C1)OCC=1N=NN(C1C(F)(F)F)C)CN1C(CCC1)=O)C(=O)[C@@H]1[C@H](CCCC1)C